C(C)(C)(C)OC(=O)N[C@H](C(=O)O)CC1=CC(=CC=C1)OS(=O)(=O)F (S)-2-((tert-butoxycarbonyl)amino)-3-(3-((fluorosulfonyl)oxy)phenyl)propanoic acid